BrC=1C(=C(N(N1)CC1=C(C=CC(=C1)C#N)F)C(=O)OCC)C ethyl 5-bromo-2-[(5-cyano-2-fluorophenyl)methyl]-4-methylpyrazole-3-carboxylate